NC1=CC=C(C=C1)N[C@@H]1C[C@@H](N(C2=CC(=CC=C12)C=1CCN(CC1)C(=O)OC(C)(C)C)C(CC)=O)C |o1:8,10| tert-Butyl 4-((2S*,4R*)-4-((4-aminophenyl)amino)-2-methyl-1-propionyl-1,2,3,4-tetrahydroquinolin-7-yl)-3,6-dihydropyridine-1(2H)-carboxylate